C1(CCCC1)C(C=1C=C(C(=O)N2CC3(C4=CC(=CC=C24)NS(=O)(=O)C)CCC2(CC3)CC2)C=CC1)(F)F N-(1''-(3-(cyclopentyldifluoromethyl)benzoyl)dispiro[cyclopropane-1,1'-cyclohexane-4',3''-indolin]-5''-yl)methanesulfonamide